N[C@@H]1CN(C[C@@H]1CF)C(=O)OCC1=CC=CC=C1 (3S,4S)-benzyl 3-amino-4-(fluoromethyl)pyrrolidine-1-carboxylate